(3-(1,3,4-oxadiazol-2-yl)-2-oxo-1-phenyl-7-(trifluoromethyl)-1,2-dihydro-1,8-naphthyridin-4-yl)(methyl)carbamic acid tert-butyl ester C(C)(C)(C)OC(N(C)C1=C(C(N(C2=NC(=CC=C12)C(F)(F)F)C1=CC=CC=C1)=O)C=1OC=NN1)=O